[Li].C(OCC)(OC)=O ethyl methyl carbonate lithium